Cyclohexylbenzothiazole C1(CCCCC1)C=1SC2=C(N1)C=CC=C2